(R)-((1S,3S)-2,2-Dimethyl-3-(prop-1-en-2-yl)-cyclobutyl)-methyl 2-methylbutanoate C[C@@H](C(=O)OC[C@@H]1C([C@@H](C1)C(=C)C)(C)C)CC